FC1=C(C=CC=2N=CSC21)NC2=NC=NC1=CC(=C(C=C21)N)C2=NN(C=C2)C N4-(7-fluorobenzo[d]thiazol-6-yl)-7-(1-methyl-1H-pyrazol-3-yl)quinazoline-4,6-diamine